6-(4-(difluoromethoxy)phenyl)thiazolo[4,5-b]pyrazin-2-amine FC(OC1=CC=C(C=C1)C=1N=C2C(=NC1)N=C(S2)N)F